methyl-1H-1,3-benzodiazol CN1C=NC2=C1C=CC=C2